N-(2,2-difluoroethyl)-5-fluoro-2-[1-methyl-6-(piperidin-3-yl)-1H-indazol-4-yl]-N-(isopropyl)benzamide FC(CN(C(C1=C(C=CC(=C1)F)C1=C2C=NN(C2=CC(=C1)C1CNCCC1)C)=O)C(C)C)F